Tert-butyl 4-(4-(6-(1-acetylpiperidin-3-yl)-2-(dimethylcarbamoyl)-7-fluoro-1H-indol-4-yl)-3-methoxyphenyl)piperazine-1-carboxylate C(C)(=O)N1CC(CCC1)C1=CC(=C2C=C(NC2=C1F)C(N(C)C)=O)C1=C(C=C(C=C1)N1CCN(CC1)C(=O)OC(C)(C)C)OC